N,N'-(5-Amino-3-iminopyridin-2,6(1H,3H)-diyliden)bis{2-[2-(propan-2-yloxy)ethoxy]pyrazolo[1,5-a]pyridin-3-amin} NC1=CC(C(NC1=NC=1C(=NN2C1C=CC=C2)OCCOC(C)C)=NC=2C(=NN1C2C=CC=C1)OCCOC(C)C)=N